B(O)(O)O.C(=C(C)C)CC(O)(C)C(C)(C)O isobutenyl-pinacol borate